1-(4-hydroxy-3,5-xylyl)-1-ethanone OC1=C(C=C(C=C1C)C(C)=O)C